2-(4-(2-((3-(Bis((9Z,12Z)-2-hydroxyoctadeca-9,12-dien-1-yl)amino)propyl)disulfaneyl)ethyl)piperazin-1-yl)ethyl 5-(bis((9Z,12Z,15Z)-2-hydroxyoctadeca-9,12,15-trien-1-yl)amino)pentanoate OC(CN(CCCCC(=O)OCCN1CCN(CC1)CCSSCCCN(CC(CCCCCC\C=C/C\C=C/CCCCC)O)CC(CCCCCC\C=C/C\C=C/CCCCC)O)CC(CCCCCC\C=C/C\C=C/C\C=C/CC)O)CCCCCC\C=C/C\C=C/C\C=C/CC